ClC=1C=C(C=CC1Cl)CO (3,4-dichlorophenyl)methanol